NC1=C(C(=NN1C1=C(C=C(C=C1Cl)C(F)(F)F)Cl)C#N)SC(F)(F)F 5-amino-3-cyano-1-(2,6-dichloro-4-trifluoromethylphenyl)-4-trifluoromethylthio-pyrazole